ClC1=NC=C(C(=C1)NC1=C(C=CC=C1)S(=O)(=O)NC(C)C)Cl 2-((2,5-dichloropyridin-4-yl)amino)-N-isopropylbenzenesulfonamide